6-fluoro-2-[(2-ethylhexyl)carbonyl]thiophene FCCCCC(CC(=O)C=1SC=CC1)CC